(S)-(1-((4-(3-methylpyridin-4-yl)phenyl)amino)-1-oxo-3,3-diphenylpropan-2-yl)carbamic acid tert-butyl ester C(C)(C)(C)OC(N[C@H](C(=O)NC1=CC=C(C=C1)C1=C(C=NC=C1)C)C(C1=CC=CC=C1)C1=CC=CC=C1)=O